FC1=C(C(=C(C(=O)O)C=C1)NC1=C(C=C(C=C1)I)F)F difluoro-2-((2-fluoro-4-iodophenyl)amino)benzoic acid